C1(CC1)C=1SC(=C(N1)C1=CC=CC=C1)OC1=CC(=NC=C1)NC1=NC=C(C(=O)O)C=C1 6-((4-((2-Cyclopropyl-4-phenylthiazol-5-yl)oxy)pyridin-2-yl)amino)nicotinic acid